NC1=C(C(N(C2=C(C=CC=C12)C=1C=NC=CC1OC)C)=O)C(=O)NCC1CC1 4-Amino-N-(cyclopropylmethyl)-8-(4-methoxy-3-pyridyl)-1-methyl-2-oxo-quinoline-3-carboxamide